4-bromo-1,2,5-thiadiazole-3-carboxylic acid methyl ester COC(=O)C1=NSN=C1Br